C1(=CC=CC=C1)C1=NC(=NC(=N1)C1=CC=CC=C1)N1C2=CC=CC=C2C=2C=CC=CC12 9-(4,6-diphenyl-1,3,5-triazin-2-yl)-9H-carbazole